FC1=NC(=C2N=CN(C2=N1)C1OCC1)NCCC(=C)C 2-fluoro-6-[(3-methylbut-3-en-1-yl)amino]-9-(oxetan-2-yl)-9H-purine